iron (I) hydroxide [OH-].[Fe+]